((tert-butoxycarbonyl)imino)(tert-butoxy)formamide C(C)(C)(C)OC(=O)N=NC(=O)OC(C)(C)C